7-(1-(((R)-1-phenylethyl)amino)-2,3,4,9-tetrahydro-1H-carbazol-6-yl)-3,4-dihydroisoquinolin C1(=CC=CC=C1)[C@@H](C)NC1CCCC=2C3=CC(=CC=C3NC12)C1=CC=C2CCN=CC2=C1